Trimethylammonium tetrakis(perfluoronaphthyl)borate FC1=C(C2=C(C(=C(C(=C2C(=C1F)F)F)F)F)F)[B-](C1=C(C(=C(C2=C(C(=C(C(=C12)F)F)F)F)F)F)F)(C1=C(C(=C(C2=C(C(=C(C(=C12)F)F)F)F)F)F)F)C1=C(C(=C(C2=C(C(=C(C(=C12)F)F)F)F)F)F)F.C[NH+](C)C